6H-(1,2,4)Triazolo(4,3-a)(1,5)benzodiazepine-6-acetamide C1=NN=C2N1C1=C(N(C=C2)CC(=O)N)C=CC=C1